C1(=CC=CC2=CC=CC=C12)[C@H](C)O (S)-1-Naphthyl-ethanol